4-[[2-[1-[(2-fluorophenyl)methyl]-5,6-dihydro-4H-cyclopenta[c]pyrazol-3-yl]-5-(2-methylsulfonylethoxy)pyrimidin-4-yl]amino]pyridine-3-carboxamide FC1=C(C=CC=C1)CN1N=C(C2=C1CCC2)C2=NC=C(C(=N2)NC2=C(C=NC=C2)C(=O)N)OCCS(=O)(=O)C